5,6,7,8-tetrahydro-1,8-naphthyridine-3-carboxylic acid methyl ester COC(=O)C=1C=NC=2NCCCC2C1